2,2,7-trifluoro-4-(prop-2-yn-1-yl)-6-(2,3,4,6-tetrafluoro-5-(2-hydroxyethyl)phenyl)-2H-benzo[b][1,4]oxazin-3(4H)-one FC1(C(N(C2=C(O1)C=C(C(=C2)C2=C(C(=C(C(=C2F)CCO)F)F)F)F)CC#C)=O)F